(R)-N-(4-cyano-7-(4-isopropylphenyl)-2,3-dihydrobenzofuran-5-yl)oxirane-2-carboxamide C(#N)C1=C(C=C(C2=C1CCO2)C2=CC=C(C=C2)C(C)C)NC(=O)[C@@H]2OC2